C(C1=CC=CC=C1)C1(CC(=NO1)CNC(=O)C=1N=C(SC1Cl)C)C(=O)OC Methyl 5-benzyl-3-((5-chloro-2-methylthiazole-4-carboxamido)methyl)-4,5-dihydroisoxazole-5-carboxylate